ClC1=C(C=NC(=C1)C(F)(F)F)C1=NC(=C(C=C1)Cl)C(=O)OC Methyl 4',5-dichloro-6'-(trifluoromethyl)-[2,3'-bipyridine]-6-carboxylate